2-hexyldecyl (Z)-4-((1-methylpiperidin-4-yl)amino)-2-(((3-(octadec-9-en-1-yloxy)-3-oxopropyl)thio)methyl)-4-oxobutanoate CN1CCC(CC1)NC(CC(C(=O)OCC(CCCCCCCC)CCCCCC)CSCCC(=O)OCCCCCCCC\C=C/CCCCCCCC)=O